C(C1=CC=CC=C1)C1=NC(=NN1)C(=O)N[C@@H]1C(N(C2=C(OC1)C=CC(=N2)C#CC(C(F)(F)F)O)C)=O 5-Benzyl-N-((3S)-5-methyl-4-oxo-7-(4,4,4-trifluoro-3-hydroxybut-1-yn-1-yl)-2,3,4,5-tetrahydropyrido[3,2-b][1,4]oxazepin-3-yl)-1H-1,2,4-triazole-3-carboxamide